FC1=C(OC=2C=CC(=C(C2)NC(=O)C2N(C(CC2)=O)C)OC)C=CC(=C1)[N+](=O)[O-] N-(5-(2-fluoro-4-nitrophenoxy)-2-methoxyphenyl)-1-methyl-5-oxopyrrolidine-2-carboxamide